1,6-dihydroxybenzotriazol ON1N=NC2=C1C=C(C=C2)O